[2-methoxy-4-(trifluoro-methyl)phenyl]methan-amine COC1=C(C=CC(=C1)C(F)(F)F)CN